ClC1=C(C=CC=2N=CSC21)C2=CN(C1=NC(=CN=C12)N1C2CC(CC1CC2)NC(OC(C)(C)C)=O)COCC[Si](C)(C)C tert-Butyl N-[endo-8-[7-(7-chloro-1,3-benzothiazol-6-yl)-5-{[2-(trimethylsilyl) ethoxy]methyl}-5H-pyrrolo[2,3-b]pyrazin-3-yl]-8-azabicyclo[3.2.1]octan-3-yl]carbamate